NC[C@@H]1C([C@@H](C1)NC(C)=O)(C)C N-[(1R,3S)-3-(aminomethyl)-2,2-dimethylcyclobutyl]acetamide